ClC1=CC=CC2=C1N=C(O2)S 4-chlorobenzo[d]oxazole-2-thiol